2,5-bis[4-(N-isopropylguanidino)phenyl]furan C(C)(C)N(C(=N)N)C1=CC=C(C=C1)C=1OC(=CC1)C1=CC=C(C=C1)N(C(=N)N)C(C)C